N'-(2-chloro-5-fluoro-phenyl)-4-[[3-[2-(dimethylamino)ethyl]cyclopentyl]amino]pyrrolo[1,2-b]pyridazine-3-carboxamidine formic acid salt C(=O)O.ClC1=C(C=C(C=C1)F)N=C(N)C1=C(C=2N(N=C1)C=CC2)NC2CC(CC2)CCN(C)C